N-[4-fluoro-3-(trifluoromethyl)phenyl]-1,3,5-trimethylpyrrole-2-carboxamide FC1=C(C=C(C=C1)NC(=O)C=1N(C(=CC1C)C)C)C(F)(F)F